2-amino-5-{2-[(1S)-1-cyclopropylethyl]-7-(difluoromethoxy)-1-oxo-2,3-dihydro-1H-isoindol-5-yl}-N-[cis-4-hydroxy-4-methylcyclohexyl]pyrazolo[1,5-a]pyrimidine-3-carboxamide NC1=NN2C(N=C(C=C2)C=2C=C3CN(C(C3=C(C2)OC(F)F)=O)[C@@H](C)C2CC2)=C1C(=O)NC1CCC(CC1)(C)O